3-fluoro-2-hydroxy-5-(4-methyl-2-(3-(pyrrolidin-1-yl)phenyl)thiazol-5-yl)benzaldehyde FC=1C(=C(C=O)C=C(C1)C1=C(N=C(S1)C1=CC(=CC=C1)N1CCCC1)C)O